6-(2-(4-Fluoro-3-methylphenyl)-5,6-dihydro-4H-pyrrolo[1,2-b]pyrazol-3-yl)quinoxaline FC1=C(C=C(C=C1)C=1C(=C2N(N1)CCC2)C=2C=C1N=CC=NC1=CC2)C